FC1=CC=C(C=C1)C=1NC2=CC(=C(C=C2C(N1)=O)OC)OC 2-(4-fluorophenyl)-6,7-dimethoxyquinazolin-4(1H)-one